[Br-].C(CCCCCCCCCCCCCCC)[N+]1=CC=CC=C1 N-cetyl-pyridinium bromide